2,5-dichloropyrrole ClC=1NC(=CC1)Cl